C(#C)C=1SC=C(N1)NC(N[C@@H](COC(N)=O)C1=CC=C(C=C1)C1=NC(=CC=C1)N1CCCC1)=O Carbamic acid (R)-2-(3-(2-ethynyl thiazol-4-yl) ureido)-2-(4-(6-(pyrrolidin-1-yl) pyridin-2-yl)-phenyl)-ethyl ester